(E)-4-cyano-5-(((dimethylamino)methylene)amino)-N-(4-fluorophenyl)-1-(3-methoxy-2,6-dimethylphenyl)-1H-imidazole-2-carboxamide C(#N)C=1N=C(N(C1/N=C/N(C)C)C1=C(C(=CC=C1C)OC)C)C(=O)NC1=CC=C(C=C1)F